C(C)OC1=C(O[C@H]2CN(CCC2)C2=CC=CC(=N2)NC2=NC=CC(=N2)C=2C=C(C=CC2)CC(C(=O)O)(C)C)C=CC=C1 (R)-3-(3-(2-((6-(3-(2-ethoxyphenoxy)piperidin-1-yl)pyridin-2-yl)amino)pyrimidin-4-yl)phenyl)-2,2-dimethylpropanoic acid